2,6-diacetylaminophenylborate C(C)(=O)NC1=C(C(=CC=C1)NC(C)=O)OB([O-])[O-]